FC=1C(=NC(=NC1)NC1CCC(CC1)NC1=NC=CC=C1)C1=CN=C2N1C=C(C=C2)C2=CC=CC=C2 (1r,4r)-N1-(5-Fluoro-4-(6-phenylimidazo[1,2-a]pyridin-3-yl)pyrimidin-2-yl)-N4-(pyridin-2-yl)cyclohexane-1,4-diamine